CC1(C=2C=CC(=CC2C(=CC1)C1=CC=CC=C1)/C=C/C1=CC=C(C(=O)O)C=C1)C 4-[(1E)-2-(5,6-Dihydro-5,5-dimethyl-8-phenyl-2-naphthalenyl)ethenyl]-benzoic acid